O[C@@H]1CC(N(C1)C(=O)OC(C)(C)C)(C(=O)OC)C O1-tert-butyl O2-methyl (4R)-4-hydroxy-2-methyl-pyrrolidine-1,2-dicarboxylate